FC=1C=C(C=C(C1)CO)CO (5-fluoro-1,3-phenylene)dimethanol